4,4,5,5,6,6-hexafluoro-1,3-dioxane FC1(OCOC(C1(F)F)(F)F)F